FC1=CC=C(C=C1)C=1N=CN(C1)CC1COCC1 4-(4-fluorophenyl)-1-((tetrahydrofuran-3-yl)methyl)-1H-imidazole